2,7-dichloro-8-fluoro-5-methoxypyrido[4,3-d]pyrimidin-4(3H)-one ClC=1NC(C2=C(N1)C(=C(N=C2OC)Cl)F)=O